2-((S)-4-(D-prolyl)-3-(hydroxymethyl)piperazin-1-yl)-5-chloro-4-(((R)-1-(2,4-dichlorophenyl)ethyl)amino)-6-methylpyrimidine N1[C@H](CCC1)C(=O)N1[C@@H](CN(CC1)C1=NC(=C(C(=N1)N[C@H](C)C1=C(C=C(C=C1)Cl)Cl)Cl)C)CO